2-fluoro-1-(3-(7-(3-(1-methylpiperidin-4-yl)-1,2,4-oxadiazol-5-yl)-3-(4-(trifluoromethyl)phenyl)-1H-indazol-1-yl)azetidin-1-yl)prop-2-en-1-one FC(C(=O)N1CC(C1)N1N=C(C2=CC=CC(=C12)C1=NC(=NO1)C1CCN(CC1)C)C1=CC=C(C=C1)C(F)(F)F)=C